FC=1C=C(OC=2C=CC(=NC2)NC(=O)[C@@H]2N(CCC2)S(N)(=O)=O)C=CC1F (2R)-N-[5-(3,4-Difluorophenoxy)-2-pyridinyl]-1-sulfamoyl-pyrrolidine-2-carboxamide